1,2-bischloromethylethylene ClCC=CCCl